CS(=O)(=O)N1C=CN=CC=C1 4-(methylsulfonyl)-1,4-diazepine